3,5,5-trimethyl-2-cyclohexene CC1=CCCC(C1)(C)C